dicresyl phosphate ethylenediamine salt C(CN)N.P(=O)(OC1=CC=C(C=C1)C)(OC1=CC=C(C=C1)C)O